C12CN(CCC(CC1)N2)C2=NC(=NC1=C(C(=C(C=C21)F)C2=CC(=CC1=CC=C(C(=C21)CC)F)O)F)OC[C@]21CCCN1C[C@@H](C2)F 4-(4-(3,9-diazabicyclo[4.2.1]nonan-3-yl)-6,8-difluoro-2-(((2R,7aS)-2-fluorotetrahydro-1H-pyrrolizin-7a(5H)-yl)methoxy)quinazolin-7-yl)-5-ethyl-6-fluoronaphthalen-2-ol